10-phenanthrenecarboxylic acid amide C1=CC=CC=2C3=CC=CC=C3C=C(C12)C(=O)N